4-(4-(cyclopropanesulfonamido)-3-ethylphenyl)-1H-pyrrolo[2,3-b]pyridin C1(CC1)S(=O)(=O)NC1=C(C=C(C=C1)C1=C2C(=NC=C1)NC=C2)CC